benzyl (2R)-2-(6-cyclopropylimidazo[1,2-a]pyridin-2-yl)-4-hydroxy-4-methylpyrrolidine-1-carboxylate C1(CC1)C=1C=CC=2N(C1)C=C(N2)[C@@H]2N(CC(C2)(C)O)C(=O)OCC2=CC=CC=C2